[Li+].P(=O)(OC1=CC=CC=C1)(OC(C1=C(C=C(C=C1C)C)C)=O)[O-] phenyl (2,4,6-trimethyl Benzoyl) phosphate lithium salt